C(=C)OCCO 2-vinyloxyethanol